CC=1C=NN2C1C=C(C=C2)COC2=CC=CC(=N2)C2CCNCC2 4-(6-((3-methylpyrazolo[1,5-a]pyridin-5-yl)methoxy)pyridin-2-yl)piperidine